TRANS-(P)-1-(2-METHOXY-4-(3-(TRIFLUOROMETHYL)CYCLOBUTYL)PHENYL)-2-OXO-N-(PYRIMIDIN-2-YL)-1,2-DIHYDROQUINOLINE-6-SULFONAMIDE COC1=C(C=CC(=C1)[C@@H]1C[C@H](C1)C(F)(F)F)N1C(C=CC2=CC(=CC=C12)S(=O)(=O)NC1=NC=CC=N1)=O